D-4,4'-Bis(triethoxysilyl)-1,1'-biphenyl C(C)O[Si](C1=CC=C(C=C1)C1=CC=C(C=C1)[Si](OCC)(OCC)OCC)(OCC)OCC